N-Acetyl-6-hydroxytryptophan C(C)(=O)N[C@@H](CC1=CNC2=CC(=CC=C12)O)C(=O)O